4-[5-(5-acetylthiophen-2-yl)-3-methylpyridin-2-yl]-2-[(2E)-2-(aminomethyl)-3-fluoroprop-2-en-1-yl]-2,4-dihydro-3H-1,2,4-triazol-3-one hydrochloride Cl.C(C)(=O)C1=CC=C(S1)C=1C=C(C(=NC1)N1C(N(N=C1)C\C(=C\F)\CN)=O)C